FC(OC=1C=C2C(NC3CC(OC=4C=CC(CCCCC5(NC(N(C(C(C1)=C2)C)C(C5)=O)=N)CC)=CC34)(C)C)=O)F 6-(difluoromethoxy)-13-ethyl-11-imino-9,23,23-trimethyl-22-oxa-2,10,12-triazapentacyclo[16.6.2.210,13.14,8.021,25]nonacosa-4,6,8(29),18(26),19,21(25)-hexaene-3,28-dione